4-ethoxy-5'-fluoro-2-oxo-2H-[1,2'-bipyridine] C(C)OC1=CC(N(C=C1)C1=NC=C(C=C1)F)=O